ClC1=C(C=C(C=C1)C1=CN=NC=C1)COC 4-(4-chloro-3-(methoxymethyl)phenyl)pyridazine